O=C1C[C@H](CN1)CNC(=O)C=1C=CN2N=C(C(=C2N1)C1=CC(=NC(=C1)C)C)C=1C=C(C#N)C=CC1 m-{4-[({[(3R)-5-Oxo-3-pyrrolidinyl]methyl}amino)carbonyl]-7-(2,6-dimethyl-4-pyridyl)-1,5,9-triazabicyclo[4.3.0]nona-2,4,6,8-tetraen-8-yl}benzonitrile